1-(2-(1-(1,4-dioxane-2-carbonyl)piperidin-4-yl)ethyl)-4-chloro-N-(3-fluoro-5-(thiophen-2-ylethynyl)pyridin-2-yl)-1H-pyrazole-5-carboxamide O1C(COCC1)C(=O)N1CCC(CC1)CCN1N=CC(=C1C(=O)NC1=NC=C(C=C1F)C#CC=1SC=CC1)Cl